9,9',10,10'-tetraphenyl-2,2'-bianthracene C1(=CC=CC=C1)C=1C2=CC=CC=C2C(=C2C=CC(=CC12)C1=CC2=C(C3=CC=CC=C3C(=C2C=C1)C1=CC=CC=C1)C1=CC=CC=C1)C1=CC=CC=C1